2-methoxy-3-isopropyl-pyrazine COC1=NC=CN=C1C(C)C